ClC1=CN=C(C=C1C(=O)NC1=CC(=CC(=C1)N1CCOCC1)Cl)N1S(CCC1)(=O)=O 5-chloro-N-(3-chloro-5-morpholinophenyl)-2-(1,1-dioxidoisothiazolidin-2-yl)isonicotinamide